9-[1-(3,5-difluoroanilino)ethyl]-7-[3-(dimethylamino)pyrrolidine-1-carbonyl]-2-morpholino-pyrido[1,2-a]pyrimidin-4-one FC=1C=C(NC(C)C2=CC(=CN3C2=NC(=CC3=O)N3CCOCC3)C(=O)N3CC(CC3)N(C)C)C=C(C1)F